C(C1=CC=CC=C1)OC1=C2C=C(N(C2=CC=C1)C1=CC=C(C=C1)F)C(CCO[Si](C)(C)C(C)(C)C)(C)C [3-[4-benzyloxy-1-(4-fluorophenyl)indol-2-yl]-3-methyl-butoxy]-tert-butyl-dimethyl-silane